6-chloro-N-{3-[2-(4-chloro-3-fluorophenoxy)acetamido]bicyclo[1.1.1]pentan-1-yl}-4-(oxolane-3-carbonyl)-3,4-dihydro-2H-1,4-benzoxazine-2-carboxamide ClC=1C=CC2=C(N(CC(O2)C(=O)NC23CC(C2)(C3)NC(COC3=CC(=C(C=C3)Cl)F)=O)C(=O)C3COCC3)C1